(5-bromo-3',6'-dihydro-[3,4'-bipyridyl]-1'(2'H)-yl)(1-methyl-1H-pyrazol-4-yl)methanone BrC=1C=C(C=NC1)C=1CCN(CC1)C(=O)C=1C=NN(C1)C